FC(C=1C(=C(C=CC1)[C@@H](C)NC=1C2=C(N=C(N1)C)N=C(C(=C2)C2=NN=NN2C)N2CCCC2)F)F (R)-N-(1-(3-(difluoromethyl)-2-fluorophenyl)ethyl)-2-methyl-6-(1-methyl-1H-tetrazol-5-yl)-7-(pyrrolidin-1-yl)pyrido[2,3-d]pyrimidin-4-amine